ClC=1C(=NC(=NC1)NC1CCOCC1)C1=CC=C2CN(C(C2=C1)=O)[C@@H](C(=O)N[C@H](C)C1=C(C=CC(=C1)OC)C)CO (2R)-2-(6-{5-chloro-2-[(oxan-4-yl)amino]pyrimidin-4-yl}-1-oxo-2,3-dihydro-1H-isoindol-2-yl)-3-hydroxy-N-[(1R)-1-(5-methoxy-2-methylphenyl)ethyl]-propanamide